Bis(benzene) chromium (0) [Cr].C1=CC=CC=C1.C1=CC=CC=C1